5-(6,7-dimethoxy-3-oxo-1,3-dihydronaphtho[2,3]furan-4-yl)pyrimidine COC=1C(=CC2=CC3=C(C(CO3)=O)C(=C2C1)C=1C=NC=NC1)OC